2-butyl-4-(3,5-dimethoxy-4-((1-(piperidin-4-ylmethyl)piperidin-4-yl)methoxy)phenyl)-2,7-naphthyridin-1(2H)-one TFA salt OC(=O)C(F)(F)F.C(CCC)N1C(C2=CN=CC=C2C(=C1)C1=CC(=C(C(=C1)OC)OCC1CCN(CC1)CC1CCNCC1)OC)=O